FC(C=1C=CC=2N(C1)C(=NC2CNC(C)=O)C2=CC=C(C=C2)C(F)(F)F)(F)F N-((6-(trifluoromethyl)-3-(4-(trifluoromethyl)phenyl)imidazo[1,5-a]pyridin-1-yl)methyl)acetamide